[6-(2,6-dimethylmorpholin-4-yl)pyridin-3-yl]methanone methyl-1-((4-chlorothien-3-yl)methyl)-3,3-dimethyl-2-oxoindoline-6-carboxylate COC(=O)C1=CC=C2C(C(N(C2=C1)CC1=CSC=C1Cl)=O)(C)C.CC1CN(CC(O1)C)C1=CC=C(C=N1)C=O